methyl-[3,4'-bipyridine] CC1=NC=CC=C1C1=CC=NC=C1